(3aR,4R,5R,6aS)-5-(2-fluorophenoxy)-2-((S)-2-hydroxy-2-(5-hydroxypyridin-2-yl)ethyl)hexahydrocyclopenta[c]pyrrole-3a,4(1H)-diol FC1=C(O[C@H]2[C@H]([C@]3([C@H](CN(C3)C[C@@H](C3=NC=C(C=C3)O)O)C2)O)O)C=CC=C1